C(=O)C1CN(CC1)C(=O)OC(C)(C)C tert-butyl 3-formyl-pyrrolidine-1-carboxylate